tert-butyl {4-[5-chloro-2-(1H-tetrazol-1-yl)phenyl]-5-methoxy-2-oxopyridin-1(2H)-yl}acetate ClC=1C=CC(=C(C1)C1=CC(N(C=C1OC)CC(=O)OC(C)(C)C)=O)N1N=NN=C1